N=1C=C(N2C1C=CC=C2)[C@@H]2OCCN(C2)C2=CC(=NC(=N2)N)N |r| (R/S)-6-(2-(imidazo[1,2-a]pyridin-3-yl)morpholino)pyrimidine-2,4-diamine